BrC=1C=C(C=C(C1)COC1=CC(=CC=C1)CO[Si](C)(C)C(C)(C)C)CO [3-bromo-5-((3-((tert-butyl(dimethyl)silyl)oxymethyl)phenoxy)methyl)phenyl]methanol